Cl.FC(N1N=CC(=C1)C1=C(C=C(C(=C1)[N+](=O)[O-])OC)N1CCNCC1)F 1-(2-(1-(difluoromethyl)-1H-pyrazol-4-yl)-5-methoxy-4-nitrophenyl)piperazine hydrochloride